(+-)-N-(3-aminopropyl)-N,N-dimethyl-2,3-bis(dodecoxy)-1-propanaminium bromide [Br-].NCCC[N+](C[C@H](COCCCCCCCCCCCC)OCCCCCCCCCCCC)(C)C |r|